N[N+]1=CC(=CC=C1)C(=O)OCC 1-Amino-3-(ethoxycarbonyl)pyridin-1-ium